C(C)(C)(C)C1=NN(C(=C1)C(=O)NC12CC(C1)(C2)NC(COC2=CC(=C(C=C2)Cl)F)=O)C 3-tert-butyl-N-{3-[2-(4-chloro-3-fluorophenoxy)acetamido]bicyclo[1.1.1]pent-1-yl}-1-methyl-1H-pyrazole-5-carboxamide